6-(piperazin-1-yl)quinazolin-4-amine hydrochloride Cl.N1(CCNCC1)C=1C=C2C(=NC=NC2=CC1)N